ClC1=CC2=C(OCCN2CC2=CC=C(C=C2)OC)C(=C1OC)C(=O)OC methyl 6-chloro-7-methoxy-4-(4-methoxybenzyl)-3,4-dihydro-2H-benzo[b][1,4]oxazine-8-carboxylate